[Si](C)(C)(C(C)(C)C)OCCOCCS 2-{2-[(tert-butyldimethylsilyl)oxy]ethoxy}ethane-1-thiol